C1(CCCCC1)P(C=1[C-](C=CC1)[C@@H](C)PC(C)(C)C)C1CCCCC1.[CH-]1C=CC=C1.[Fe+2] (R)-1-[(S)-2-(dicyclohexylphosphino)ferrocenyl]Ethyl-tert-butylphosphine